BrC1=C(C2=C(N=C(S2)N)C=C1)OC 6-bromo-7-methoxybenzo[d]thiazol-2-amine